1-(2-(2-chlorophenyl)-2-((3-methoxybenzyl)oxy)ethyl)-1H-imidazole ClC1=C(C=CC=C1)C(CN1C=NC=C1)OCC1=CC(=CC=C1)OC